5-chloro-4-[(3R)-3-methylmorpholin-4-yl]-2-(1H-pyrrolo[2,3-b]pyridin-3-yl)-1H-pyrimidin-6-one ClC1=C(N=C(NC1=O)C1=CNC2=NC=CC=C21)N2[C@@H](COCC2)C